C(CCC)N(C(CC(C1=CC=CC=C1)=O)=O)CCCC.C(CCC)N(C(CC(C1=CC=CC=C1)=O)=O)CCCC.C(CCC)N(C(CC(C1=CC=CC=C1)=O)=O)CCCC.C(CCC)N(C(CC(C1=CC=CC=C1)=O)=O)CCCC.[Zr+4] zirconium (IV) tetra(N,N-dibutyl-3-oxo-3-phenylpropanamide)